BrCCCOC1=C(OC2=CC(=CC=C2C1=O)OC)C1=CC=C(C=C1)F 3-(3-bromopropyloxy)-7-methoxy-2-(4-fluorophenyl)-4H-chromen-4-one